[N+](=O)([O-])C1=C(C=CC(=C1)[N+](=O)[O-])N1C(CN(CC1)C(=O)OC(C)(C)C)CC(=O)OC tert-butyl 4-(2,4-dinitrophenyl)-3-(2-methoxy-2-oxoethyl)piperazine-1-carboxylate